CC=1N=NC=C(C1[C@@H](C)OC=1C=C2C(=NNC2=CC1)C=1C=C(C(=C(C#N)C1)OC1CCN(CC1)C(C)C)C)C (R)-5-(5-(1-(3,5-dimethyl-pyridazin-4-yl)ethoxy)-1H-indazol-3-yl)-2-((1-isopropyl-piperidin-4-yl)oxy)-3-methyl-benzonitrile